methyl (S)-3-(8-nitro-6-(2-chlorophenyl)-1-(methylthio)-4H-benzo[f][1,2,4]triazolo[4,3-a][1,4]diazepin-4-yl)propionate [N+](=O)([O-])C=1C=CC2=C(C(=N[C@H](C=3N2C(=NN3)SC)CCC(=O)OC)C3=C(C=CC=C3)Cl)C1